ClC1=C(C=C(C=C1)F)C1N(/C(/C2=CC(=CC(=C12)NC(C1=CC(=CC(=C1)C(F)(F)F)F)=O)C=1C=NN(C1)C1CC1)=N/OCC)CC1=CC=C(C=C1)OC (E)-N-(3-(2-chloro-5-fluorophenyl)-6-(1-cyclopropyl-1H-pyrazol-4-yl)-1-(ethoxyimino)-2-(4-methoxybenzyl)isoindol-4-yl)-3-fluoro-5-(trifluoromethyl)benzamide